2-[3-[5-(difluoromethyl)-1,3,4-thiadiazol-2-yl]-6-fluoro-2-oxo-benzimidazol-1-yl]acetonitrile FC(C1=NN=C(S1)N1C(N(C2=C1C=CC(=C2)F)CC#N)=O)F